C(#N)C=1C=C(C=CC1)[N-]SCC1=CC(=C(C=C1)F)F 3-cyano-N-(3,4-difluorobenzyl)thiophenylamide